CN1C(C2(CCOCC2)C=2C=C3C(=NN=C(C3=CC21)C)N[C@H](C)C2=C(C(=CC=C2)C(CO)(F)F)C)=O 1,8-dimethyl-5-[[(1R)-1-[3-(1,1-difluoro-2-hydroxy-ethyl)-2-methyl-phenyl]ethyl]amino]spiro[pyrrolo[3,2-g]phthalazine-3,4'-tetrahydropyran]-2-one